tert-butyl ((5S,6S)-9-chloro-8-fluoro-6-methyl-5,6-dihydro-4H-pyrrolo[3,2,1-ij]quinolin-5-yl)(methyl)carbamate ClC1=C(C=C2[C@@H]([C@@H](CN3C2=C1C=C3)N(C(OC(C)(C)C)=O)C)C)F